(3S)-N-tert-butyl-1-(6-chloropyridazin-3-yl)-N-methylpyrrolidin-3-amine C(C)(C)(C)N([C@@H]1CN(CC1)C=1N=NC(=CC1)Cl)C